CC1(CC2=CC=C(C=C2C1)NC=1C=C2CC(CC2=CC1)(C)C)C bis(2,2-dimethyl-2,3-dihydro-1H-inden-5-yl)amine